NC(C)OC(C)N α-aminoethyl ether